OCCC1CCC(CC1)NC(OC(C)(C)C)=O tert-butyl ((1r,4r)-4-(2-hydroxyethyl)cyclohexyl)carbamate